BrC1=CC(=NC(=C1)C)N1C(OC[C@H]1C(=O)N(C)C1=CC(=C(C=C1)F)Cl)=O (S)-3-(4-Bromo-6-methylpyridin-2-yl)-N-(3-chloro-4-fluorophenyl)-N-methyl-2-oxooxazolidine-4-carboxamide